iso-octyl stearate C(CCCCCCCCCCCCCCCCC)(=O)OCCCCCC(C)C